Cl[SiH2]I chloroiodosilane